C(N)(O[C@H](C(O)C(C)(C)C)C1=CC(=CC=C1)Br)=O (S)-(tert-butyl 1-(3-bromophenyl)-2-hydroxyethyl) carbamate